dodecacarbonyl-iron oxide [O-2].C(=O)=[Fe](=C=O)(=C=O)(=C=O)(=C=O)(=C=O)(=C=O)(=C=O)(=C=O)(=C=O)(=C=O)=C=O